BrC1=CC=C(C=N1)N1CCC(CC1)CN1CCN(CC1)C(=O)OCCCC butyl 4-{[1-(6-bromopyridin-3-yl)piperidin-4-yl]methyl}piperazine-1-carboxylate